N-(3-chloro-2-fluorobenzyl)-4-(1-methyl-1H-indazol-5-yl)-5-(6-methylpyridin-2-yl)-1H-imidazol-2-amine ClC=1C(=C(CNC=2NC(=C(N2)C=2C=C3C=NN(C3=CC2)C)C2=NC(=CC=C2)C)C=CC1)F